OC1CC[C@@]2(C3CC([C@]4(C(CCC4C3CC(C2=C1)=O)C(CCC(=O)O)C)C)O)C 4-[(2R,15S)-5,16-dihydroxy-2,15-dimethyl-8-oxotetracyclo[8.7.0.02,7.011,15]heptadec-6-en-14-yl]pentanoic acid